CC(CP(O)(=O)CC(CC(C)(C)C)C)CC(C)(C)C bis-(2,4,4-trimethylpentyl)phosphinic acid